OC1(CCN(CC1)C1=NC=CC(=N1)NC=1N=CC2=C(C=CC(=C2C1)[C@H]1N(CCCC1)C(C=C)=O)N1[C@@H]([C@H](C1)CS(=O)(=O)C)C)C 1-((S)-2-(3-((2-(4-hydroxy-4-methylpiperidin-1-yl)pyrimidin-4-yl)amino)-8-((2R,3S)-2-methyl-3-((methylsulfonyl)methyl)azetidin-1-yl)isoquinolin-5-yl)piperidin-1-yl)prop-2-en-1-one